C(CCCCCCCC=C)OC(C1=CC=C(C=C1)OC)=O Dec-9-en-1-yl-4-methoxybenzoat